ClC1=C(N=C(NC1=O)C1=CC=NC=C1)N1CC(NCC1)C1=CC(=CC=C1)O 5-chloro-4-[3-(3-hydroxyphenyl)piperazin-1-yl]-2-(4-pyridinyl)-1H-pyrimidin-6-one